CC1=CC=C(C=C1)C=CC(=O)C=1C=CC2=C(CC(O2)(C)C)C1 3-(4-methylphenyl)-1-(2,2-dimethyl-2,3-dihydrobenzofuran-5-yl)-2-propen-1-one